The molecule is a methyl-branched fatty acid that is octacosanoic acid (montanic acid) substituted by a methyl group at position 26. It is a branched-chain saturated fatty acid, a methyl-branched fatty acid and an ultra-long-chain fatty acid. It derives from an octacosanoic acid. CCC(C)CCCCCCCCCCCCCCCCCCCCCCCCC(=O)O